C1(CC1)N1N=C(C(=C1)C1=CC=NC=C1)C1=CC=C(C=C1)O 4-[1-Cyclopropyl-4-(4-pyridyl)pyrazol-3-yl]phenol